6-(trifluoromethylbenzo[d]thiazol-2-yl)benzamide FC(F)(F)C1=CC=CC2=C1N=C(S2)C2=CC=CC=C2C(=O)N